C(C)(C)(C)OC(=O)N1[C@H](CN(C[C@H]1C)C1=NC=C(C=2C1=NC=CN2)C(NC2=CC1=CN(N=C1C(=C2)Cl)C)=O)C.ClCC(=O)NC=2C=C1C=CNC1=CC2 2-chloro-N-(1H-indol-5-yl)acetamide tert-butyl-(2S,6R)-4-[8-[(7-chloro-2-methyl-indazol-5-yl)carbamoyl]pyrido[3,4-b]pyrazin-5-yl]-2,6-dimethyl-piperazine-1-carboxylate